FC(C)(F)C1=NC(=CC(=N1)NC1=CC(=NC=C1OC)NC(C)=O)OC1CC(C1)F N-(4-((2-(1,1-difluoroethyl)-6-((1s,3s)-3-fluorocyclobutoxy)pyrimidin-4-yl)amino)-5-methoxypyridin-2-yl)acetamide